O=C1N(CCC(N1)=O)C1=NN(C2=CC(=CC=C12)C1CCN(CC1)C(C(F)F)C=1C=C(C=CC1)S(=O)(=O)N1CCC(CC1)NC(OC(C)(C)C)=O)C tert-Butyl (1-((3-(1-(4-(3-(2,4-dioxotetrahydropyrimidin-1(2H)-yl)-1-methyl-1H-indazol-6-yl)piperidin-1-yl)-2,2-difluoroethyl)phenyl)sulfonyl)piperidin-4-yl)carbamate